2,5-di(4-bromophenyl)thiophene BrC1=CC=C(C=C1)C=1SC(=CC1)C1=CC=C(C=C1)Br